C(C1=CC=C(C(=O)OCCOCCO)C=C1)(=O)OCCOCCO di(hydroxyethoxyethyl) terephthalate